butyl (5S,5aS,6S,9R)-2-chloro-1-fluoro-5-methyl-12-(methylsulfonyl)-5a,6,7,8,9,10-hexahydro-5H-4-oxa-3,10a,11,13,14-pentaaza-6,9-methanonaphtho[1,8-ab]heptalene-14-carboxylate ClC=1C(=C2N=C(N=C3C2=C(O[C@H]([C@@H]2[C@@H]4CC[C@H](CN32)N4C(=O)OCCCC)C)N1)S(=O)(=O)C)F